(6-phenylbenzo[b]naphtho[1,2-d]furan-8-yl)phenylamine C1(=CC=CC=C1)C1=CC=2C=CC=CC2C=2C3=C(OC21)C(=CC=C3)NC3=CC=CC=C3